ethyl (2R)-2-hydroxy-3-[4-[[(2'S,4S,7R)-4-hydroxy-2'-methyl-2-(trifluoromethyl)spiro[4,5-dihydrothieno[2,3-c]pyran-7,4'-piperidine]-1'-yl]methyl]pyrazol-1-yl]propanoate O[C@@H](C(=O)OCC)CN1N=CC(=C1)CN1[C@H](C[C@@]2(CC1)OC[C@H](C1=C2SC(=C1)C(F)(F)F)O)C